NC=1N=NC(=CC1N1CC2CCC(C1)N2C2=NC=C(C=N2)CC2CCC(CC2)C(=O)OCC)Cl ethyl 4-[[2-[3-(3-amino-6-chloro-pyridazin-4-yl)-3,8-diazabicyclo[3.2.1]octan-8-yl]pyrimidin-5-yl]methyl]cyclohexanecarboxylate